1-(7-chloro-4-isoquinolinyl)-3-[(4-methoxyphenyl)methyl]Hexahydropyrimidine-2,4-dione ClC1=CC=C2C(=CN=CC2=C1)N1C(N(C(CC1)=O)CC1=CC=C(C=C1)OC)=O